[Si](C)(C)(C(C)(C)C)OC1C(=C(CC1)C(=O)OC)CC1=C(C=C(C=C1)F)OC methyl 3-[tert-butyl(dimethyl)silyl]oxy-2-[(4-fluoro-2-methoxy-phenyl)methyl]cyclopentene-1-carboxylate